C1(CC1)C1=C(C(=C2C(=N1)CCC2)NC(=O)N=[S@](=O)(N)C=2SC(=CC2F)C(C)(C)O)C2CC2 |o1:16| (R) or (S)-N'-((2,3-dicyclopropyl-6,7-dihydro-5H-cyclopenta[b]pyridin-4-yl)carbamoyl)-3-fluoro-5-(2-hydroxypropan-2-yl)thiophene-2-sulfonimidamide